1-(3-chlorobenzyl)-3-(6-(((6-cyclopropylimidazo[1,2-a]pyridin-2-yl)methyl)amino)pyrimidin-4-yl)urea ClC=1C=C(CNC(=O)NC2=NC=NC(=C2)NCC=2N=C3N(C=C(C=C3)C3CC3)C2)C=CC1